CC1=CC=C(C=C1)S(=O)(=O)OCCOC1CC1 2-(cyclopropoxy)ethyl 4-methylbenzenesulfonate